C(C)(C)(C)C=1C=C(C2=C(C(C(O2)=O)C2=CC=C(C=C2)OCCOCCCCCCCCCCCCCCCCCC)C1)C(C)(C)C 5,7-di-tert-butyl-3-[4-(2-stearyloxyethoxy)phenyl]benzofuran-2-one